(R)-N-(2-amino-1-(3-chloro-5-fluorophenyl)ethyl)-1-(2-((3,3-difluoro-cyclobutyl)amino)-5-methylpyrimidin-4-yl)-1H-imidazole-4-carboxamide NC[C@@H](C1=CC(=CC(=C1)F)Cl)NC(=O)C=1N=CN(C1)C1=NC(=NC=C1C)NC1CC(C1)(F)F